C[Si](C)(C)Br trimethylsilyl bromid